N1CC(C1)CN(C=1C=NC2=CC=C(N=C2C1)C=1N=CNC1C1=C(C=C(C(=C1)Cl)F)F)C N-(azetidin-3-ylmethyl)-6-[5-(5-chloro-2,4-difluoro-phenyl)-1H-imidazol-4-yl]-N-methyl-1,5-naphthyridin-3-amine